3-benzyl-1-(trans-4-((5-cyano-4-(3-methoxypyrrolidin-1-yl)pyrimidin-2-yl)amino)-cyclohexyl)-1-(5-(1-methyl-1H-pyrazol-4-yl)pyridin-2-yl)urea C(C1=CC=CC=C1)NC(N(C1=NC=C(C=C1)C=1C=NN(C1)C)[C@@H]1CC[C@H](CC1)NC1=NC=C(C(=N1)N1CC(CC1)OC)C#N)=O